ClC1=CC(=C(C=C1)COC1=NC2=CC(=CC=C2C=C1C)CC1=NC2=C(N1C[C@H]1OCC1)C=C(C=C2)C(=O)OC)F methyl 2-({2-[(4-chloro-2-fluorophenyl) methoxy]-3-methylquinolin-7-yl} methyl)-1-{[(2S)-oxetan-2-yl] methyl}-1H-1,3-benzodiazole-6-carboxylate